ClC=1C(=NC=CC1)C1=CC=C(C=C1)S(=O)(=O)NCC1=CC=NC=C1 4-(3-chloropyridin-2-yl)-N-(pyridin-4-ylmethyl)-benzenesulfonamide